3-((benzyloxy)methyl)benzaldehyde C(C1=CC=CC=C1)OCC=1C=C(C=O)C=CC1